4-(4-benzyloxy-6-chloro-2-methyl-3-pyridyl)pyrimidine-2-carbonitrile C(C1=CC=CC=C1)OC1=C(C(=NC(=C1)Cl)C)C1=NC(=NC=C1)C#N